2,3,6-trichloro-5-nitropyridine ClC1=NC(=C(C=C1Cl)[N+](=O)[O-])Cl